tert-butyl 4-((3-amino-7-bromo-6-chloro-8-fluoroquinolin-4-yl)amino)piperidine-1-carboxylate NC=1C=NC2=C(C(=C(C=C2C1NC1CCN(CC1)C(=O)OC(C)(C)C)Cl)Br)F